C(C)(=O)NC(CC[C@H](N)C(=O)O)=O N'-(acetyl)-L-glutamine